N\C(\C1(CC1)C(F)(F)F)=N/OC(CN1CC2(CN(C2)C(=O)OC(C)(C)C)C1)=O Tert-Butyl 6-[2-[(Z)-[amino-[1-(trifluoromethyl)cyclopropyl]methylene]amino]oxy-2-oxo-ethyl]-2,6-diazaspiro[3.3]heptane-2-carboxylate